C(C)(=O)NC=1C=C2C(=C(C(=CC2=CC1)S(=O)(=O)O)\N=N\C1=CC=C(C=C1)S(=O)(=O)CCOS(=O)(=O)O)O (E)-6-acetamido-4-hydroxy-3-((4-((2-(sulfooxy)ethyl)sulfonyl)phenyl)diazenyl)naphthalene-2-sulfonic acid